ClC1=CC=C(C=C1)C=1C=C(C(N(N1)C=1C=NC=CC1)=O)C(=O)N[C@H]1[C@H](CCC1)O 6-(4-chlorophenyl)-N-[(cis)-2-hydroxycyclopentyl]-3-oxo-2-(pyridin-3-yl)-2,3-dihydropyridazine-4-carboxamide